(R)-1-(2,5-difluoropyridin-3-yl)ethyl (4-(5-((tert-butoxycarbonyl)amino)-3-fluoropyridin-2-yl)-1-methyl-1H-pyrazol-5-yl)carbamate C(C)(C)(C)OC(=O)NC=1C=C(C(=NC1)C=1C=NN(C1NC(O[C@H](C)C=1C(=NC=C(C1)F)F)=O)C)F